(E)-N'-(5H-cyclopenta[b]pyridin-7(6H)-ylidene)-3,4-dimethoxybenzoyl-hydrazine N1=C\2C(=CC=C1)CC/C2=N\NC(C2=CC(=C(C=C2)OC)OC)=O